(2-(2-hydroxypropan-2-yl)pyridin-4-yl)boronic acid OC(C)(C)C1=NC=CC(=C1)B(O)O